C(CCCC)OC1=C(C=O)C=C(C(=C1)C=O)OCCCCC 2,5-dipentyloxyterephthalaldehyde